1-[4-[7-(6-methyl-1-tetrahydropyran-2-yl-indazol-7-yl)-5,6,7,8-tetrahydroquinazolin-4-yl]Piperazin-1-yl]Prop-2-en-1-one CC1=CC=C2C=NN(C2=C1C1CCC=2C(=NC=NC2C1)N1CCN(CC1)C(C=C)=O)C1OCCCC1